1-(4-fluorophenyl)-N-[(3S)-1-pyrrolo[1,2-a]pyrazin-1-ylpyrrolidin-3-yl]-1,2,4-triazole-3-carboxamide FC1=CC=C(C=C1)N1N=C(N=C1)C(=O)N[C@@H]1CN(CC1)C=1C=2N(C=CN1)C=CC2